(S)-tert-Butyl (1-(3-amino-2-phenyl-2H-indazol-6-yl)-2,2,2-trifluoroethyl)carbamate NC=1N(N=C2C=C(C=CC12)[C@@H](C(F)(F)F)NC(OC(C)(C)C)=O)C1=CC=CC=C1